C1(=CC(=CC=C1)C[C@H]1[C@H](CCC2=CC=C(C(N12)=O)Br)NC(=O)[C@H]1OCCC1)C1=CC=CC=C1 |&1:7,8| (2S)-N-{(3SR,4SR)-4-[([1,1'-biphenyl]-3-yl)methyl]-7-bromo-6-oxo-1,3,4,6-tetrahydro-2H-quinolizin-3-yl}oxolane-2-carboxamide